2-[1-[2-chloro-4-[[(3R)-2,6-dioxo-3-piperidyl]amino]phenyl]-4-hydroxy-4-piperidyl]acetic acid ClC1=C(C=CC(=C1)N[C@H]1C(NC(CC1)=O)=O)N1CCC(CC1)(O)CC(=O)O